3-bromo-5-(((tert-butyldimethylsilyl)oxy)methyl)-1H-pyrazole BrC1=NNC(=C1)CO[Si](C)(C)C(C)(C)C